C(C)OC(CCOCCC(C)OCC)C 3-ethoxybutyl ether